(3R)-3-(4-chlorophenyl)-2-[(5-chloropyridin-2-yl)methyl]-3-(3-hydroxy-3-methylbutoxy)-6-(2-hydroxypropan-2-yl)-2,3-dihydro-1H-isoindol-1-one ClC1=CC=C(C=C1)[C@@]1(N(C(C2=CC(=CC=C12)C(C)(C)O)=O)CC1=NC=C(C=C1)Cl)OCCC(C)(C)O